C(C)(C)(C)OC(=O)N1C[C@H]2COC3=C(C(N2CC1)=O)C(=C(C(=C3Cl)Br)F)OC=3C(=NC=CC3C)C(C)C (S)-9-bromo-10-chloro-8-fluoro-7-((2-isopropyl-4-methylpyridin-3-yl)oxy)-6-oxo-3,4,12,12a-tetrahydro-6H-benzo[f]pyrazino[2,1-c][1,4]oxazepine-2(1H)-carboxylic acid tert-butyl ester